NC[C@H](C(=O)O)NC(=O)OC(C)(C)C (R)-3-amino-2-((tert-butoxycarbonyl)amino)propionic acid